(1,2-phenylene)bis(ethan-1-amine) C1(=C(C=CC=C1)CCN)CCN